3,6-divinyl-9H-carbazole C(=C)C=1C=CC=2NC3=CC=C(C=C3C2C1)C=C